O1C(=CC=C1)CNC(=O)C=1C=NN(C1)C(C)C=1SC(=CC1)C1=NOC(=N1)C(F)(F)F N-(2-furylmethyl)-1-[1-[5-[5-(trifluoromethyl)-1,2,4-oxadiazol-3-yl]-2-thienyl]ethyl]pyrazole-4-carboxamide